C(C)(C)(C)OC(=O)N1CC2=C(C=CC=C2CC1)B(O)O (2-(tert-butoxycarbonyl)-1,2,3,4-tetrahydroisoquinolin-8-yl)boronic acid